4-((benzylcarbamoyl)(trans-4-((5-cyanopyridin-2-yl)amino)cyclohexyl)amino)benzamide C(C1=CC=CC=C1)NC(=O)N(C1=CC=C(C(=O)N)C=C1)[C@@H]1CC[C@H](CC1)NC1=NC=C(C=C1)C#N